methyl (4-(7-(3,4-dimethoxyphenyl)pyrazolo[1,5-a]pyrimidine-2-carboxamido)benzoyl)-L-serinate COC=1C=C(C=CC1OC)C1=CC=NC=2N1N=C(C2)C(=O)NC2=CC=C(C(=O)N[C@@H](CO)C(=O)OC)C=C2